(S)-3-((4-bromobenzo[d]thiazol-2-yl)carbamoyl)pyrrolidine-1-carboxylic acid tert-butyl ester C(C)(C)(C)OC(=O)N1C[C@H](CC1)C(NC=1SC2=C(N1)C(=CC=C2)Br)=O